C(C)(C)(C)N1N=NN=C1C(N1[C@@H](CN[C@H](C1)C)C)C1=CC=C(C=C1)F (2R,5S)-1-((1-(tert-butyl)-1H-tetrazol-5-yl)(4-fluorophenyl)methyl)-2,5-dimethylpiperazine